C=CCCCCCCCCCCCCCCC.[Se] selenium heptadecene